4-(2-(tert-butoxycarbonyl)-2,8-diazaspiro[4.5]decan-8-yl)-2-chloropyrido[3,4-d]pyrimidine 7-oxide C(C)(C)(C)OC(=O)N1CC2(CC1)CCN(CC2)C=2C1=C(N=C(N2)Cl)C=[N+](C=C1)[O-]